N-(5-chloro-1,3-benzothiazol-2-yl)-3,5-dimethyladamantane-1-carboxamide ClC=1C=CC2=C(N=C(S2)NC(=O)C23CC4(CC(CC(C2)C4)(C3)C)C)C1